tert-butyl (S)-2-((tert-butoxycarbonyl)amino)-3-(4-amino-3-bromophenyl)propanoate C(C)(C)(C)OC(=O)N[C@H](C(=O)OC(C)(C)C)CC1=CC(=C(C=C1)N)Br